CN1CCN(CC1)C1=CC=C(C=C1)C1=C(C=CC=C1)C1=C(C=CC=C1)C1=NC=C2N=C(N(C2=N1)[C@@H]1CNCCC1)C1=CC=CC=C1 (S)-2-(4-(4-methyl-1-piperazinyl)phenylphenyl)-8-phenylphenyl-9-(3-piperidinyl)-9H-purine